2-(6-amino-5-bromonicotinamido)benzo[d]thiazole-6-carboxylic acid NC1=NC=C(C(=O)NC=2SC3=C(N2)C=CC(=C3)C(=O)O)C=C1Br